N-(2-methoxyphenyl)-2-{methyl[2-(pyridin-2-yl)-5H,6H,7H-cyclopenta[d]pyrimidin-4-yl]amino}acetamide COC1=C(C=CC=C1)NC(CN(C=1C2=C(N=C(N1)C1=NC=CC=C1)CCC2)C)=O